4-((1S,2S)-1-(dimethylamino)-2-((7-methyl-8-oxo-7,8-dihydropyrido[2,3-d]pyridazin-5-yl)amino)propyl)benzoic acid CN([C@H]([C@H](C)NC=1C2=C(C(N(N1)C)=O)N=CC=C2)C2=CC=C(C(=O)O)C=C2)C